ClC1=C(C=CC(=C1)OC)CNC1=NN2C(NC(=CC2=O)CCC)=N1 2-[(2-chloro-4-methoxy-phenyl)methylamino]-5-propyl-4H-[1,2,4]triazolo[1,5-a]pyrimidin-7-one